CN1C(C2=C(C(=C1)C=1C=C(C=CC1OC1=CC=CC=C1)NS(=O)(=O)C)C=CN2)=O N-[3-(6-methyl-7-oxo-6,7-dihydro-1H-pyrrolo[2,3-c]pyridin-4-yl)-4-phenoxyphenyl]methanesulfonamide